O(S(=O)(=O)C(F)(F)F)C1=CC(N(C2=CC=C(N=C12)Cl)C)=O (6-chloro-1-methyl-2-oxo-1,5-naphthyridin-4-yl) triflate